N(=[N+]=[N-])CCCC=1N=C2N(C=C(C(=C2)OC(C)C)NC(=O)C2=NC(=CC=C2)C(F)(F)F)C1 N-[2-(3-azidopropyl)-7-isopropoxy-imidazo[1,2-a]pyridin-6-yl]-6-(trifluoromethyl)pyridine-2-carboxamide